BENZO[B][1,8]NAPHTHYRIDINEACETIC ACID perfluorooctanesulfonate FC(C(C(C(C(C(C(C(F)(F)F)(F)F)(F)F)(F)F)(F)F)(F)F)(F)F)(S(=O)(=O)O)F.N1=C(C=CC=2C=C3C(=NC12)C=CC=C3)CC(=O)O